5-azaspiro[2.5]Octane-8-amine C1CC12CNCCC2N